trans-4-({4-[(2S)-2,3-dihydro-1,4-benzodioxin-2-yl]benzyl}amino)cyclohexanecarboxamide di-neopentyl-t-butylsuccinate C(C(C)(C)C)C(C(C(=O)O)C(C)(C)C)(C(=O)O)CC(C)(C)C.O1[C@H](COC2=C1C=CC=C2)C2=CC=C(CN[C@@H]1CC[C@H](CC1)C(=O)N)C=C2